C(C)OC(C(C[C@@H](C(F)(F)F)NS(=O)(=O)C1=CC=C(C=C1)C)P(=O)(OCC)OCC)=O.C1=C(C=CC=2C3=CC=CC=C3CC12)/C=C/C1=CC=[N+](C=C1)CCO (E)-4-(2-(9H-fluoren-2-yl)vinyl)-1-(2-hydroxyethyl)pyridin-1-ium Ethyl-(4S)-2-(diethoxyphosphoryl)-5,5,5-trifluoro-4-((4-methylphenyl)sulfonamido)pentanoate